1,12-di(benzoyl)tetraethylenepentamine C(C1=CC=CC=C1)(=O)NCCNCCNCCNCC(N)C(C1=CC=CC=C1)=O